glucosyl-(1->6)-[glucosyl-(1->2)]-glucose C1([C@H](O)[C@@H](O)[C@H](O)[C@H](O1)CO)OC[C@H]([C@H]([C@@H]([C@H](C=O)OC1[C@H](O)[C@@H](O)[C@H](O)[C@H](O1)CO)O)O)O